S-LACTOYLGLUTATHION C(C(O)C)(=O)SC[C@H](NC(CC[C@H](N)C(=O)O)=O)C(=O)NCC(=O)O